C1(CC1)NC=1C=C(C(=O)OC)C=CC1C1CC2(CC(C2)(F)F)CCN1 Methyl 3-(cyclopropylamino)-4-{2,2-difluoro-7-azaspiro[3.5]nonan-6-yl}benzoate